CN(CC(=O)NC1=C2C(N(C(C2=CC=C1)=O)[C@H](CS(=O)(=O)C)C1=NC(=C(C=C1)OC)OCC)=O)C (S)-2-(dimethylamino)-N-(2-(1-(6-ethoxy-5-methoxypyridin-2-yl)-2-(methylsulfonyl)ethyl)-1,3-dioxoisoindolin-4-yl)acetamide